C(C1=CC=CC=C1)O[C@H]1[C@](O[C@@H]([C@@H]([C@@H]1N1N=NC(=C1)C1=CC(=C(C(=C1)F)F)F)OCC1=CC=CC=C1)COCC1=CC=CC=C1)(C#N)CCCO (2R,3R,4S,5R,6R)-3,5-bis(benzyloxy)-6-((benzyloxy)methyl)-2-(3-hydroxypropyl)-4-(4-(3,4,5-trifluorophenyl)-1H-1,2,3-triazol-1-yl)tetrahydro-2H-pyran-2-carbonitrile